Cl.N[C@@H]1CN(CCC1)C1=CC(=NC=C1C#CC=1C=NN(C1)C(F)(F)F)NC1=NC(=NC=C1)C=1C=C2N=CC=NC2=CC1F (S)-N-(4-(3-aminopiperidin-1-yl)-5-((1-(trifluoromethyl)-1H-pyrazol-4-yl)ethynyl)pyridin-2-yl)-2-(7-fluoroquinoxalin-6-yl)pyrimidin-4-amine hydrochloride